methyl 4-[4-[[1-[(4-fluorophenyl)carbamoyl]-cyclopropanecarbonyl]amino]-phenoxy]-7-methoxyquinoline-6-carboxylate FC1=CC=C(C=C1)NC(=O)C1(CC1)C(=O)NC1=CC=C(OC2=CC=NC3=CC(=C(C=C23)C(=O)OC)OC)C=C1